ClC1=C(C(=O)NC=2C=CC=3N(C2)C(=NN3)SCCC)C=CC=N1 2-chloro-N-(3-(propylsulfanyl)-[1,2,4]triazolo[4,3-a]pyridin-6-yl)nicotinamide